benzyl-ethyl-methyl-hexadecyl-ammonium chloride [Cl-].C(C1=CC=CC=C1)[N+](CCCCCCCCCCCCCCCC)(C)CC